(S)-1-(2-((1H-imidazol-5-yl)methyl)thiazol-4-yl)-2-(4-nitrophenyl)ethanamine hydrobromide Br.N1C=NC=C1CC=1SC=C(N1)[C@H](CC1=CC=C(C=C1)[N+](=O)[O-])N